1-(6-((tert-butoxy-carbonyl)amino)-4-methylpyridin-3-yl)-6-chloro-7-(1H-imidazol-1-yl)-4-oxo-1,4-dihydro-1,8-naphthyridine-3-carboxylic acid C(C)(C)(C)OC(=O)NC1=CC(=C(C=N1)N1C=C(C(C2=CC(=C(N=C12)N1C=NC=C1)Cl)=O)C(=O)O)C